4-{3-[1-ethyl-4-fluoro-3-(hydroxymethyl)-1H-pyrazol-5-yl]-1-methyl-1H-1,2,4-triazol-5-yl}-1-methyl-1H-pyrazolo[4,3-c]pyridine-6-carboxamide C(C)N1N=C(C(=C1C1=NN(C(=N1)C1=NC(=CC2=C1C=NN2C)C(=O)N)C)F)CO